3-(1-methyl-7-((1-(5-methylthiophene-2-carbonyl)piperidin-4-yl)oxy)-1H-indazol-3-yl)piperidine-2,6-dione CN1N=C(C2=CC=CC(=C12)OC1CCN(CC1)C(=O)C=1SC(=CC1)C)C1C(NC(CC1)=O)=O